tert-butyl-(1-aminoprop-2-yl) carbamate C(N)(OC(CN)CC(C)(C)C)=O